2-chloro-N-[1-(4-chlorophenyl)-1H-indazol-4-yl]-5-{[(methoxyacetyl)amino]methyl}benzamide ClC1=C(C(=O)NC2=C3C=NN(C3=CC=C2)C2=CC=C(C=C2)Cl)C=C(C=C1)CNC(COC)=O